CC1=NC=C(C=C1C(=O)N)NC(C(=O)N1[C@H](CC[C@@H](C1)C)C1=CC=CC=C1)=O 2-methyl-5-[[2-[(2R,5S)-5-methyl-2-phenyl-1-piperidyl]-2-oxo-acetyl]amino]pyridine-3-carboxamide